(S)-2-(3-(2-(Dimethylamino)ethyl)-5-methyl-6-oxopyridazin-1(6H)-yl)-4-methylpentanamide CN(CCC1=NN(C(C(=C1)C)=O)[C@H](C(=O)N)CC(C)C)C